CC=1C=C2C(=CC=NC2=CC1C)OC1=CC(=C(C=C1)C(C(=O)NC1=CC(=CC(=C1)C(F)(F)F)N1C=NC(=C1)C)=O)F 2-(4-((6,7-dimethylquinolin-4-yl)oxy)-2-fluorophenyl)-N-(3-(4-methyl-1H-imidazol-1-yl)-5-(trifluoromethyl)phenyl)-2-oxoacetamide